[N-](S(=O)(=O)C(F)(F)F)S(=O)(=O)C(F)(F)F.C(CCC)[N+]1=CC=C(C=C1)C 1-butyl-4-methyl-pyridinium bis(trifluoromethylsulfonyl)imide